BrC=1C(=C(N)C=C(C1)C)F 3-bromo-2-fluoro-5-methylaniline